3-(4-(((ethyl(methyl)amino)methylene)amino)-5-fluoro-2-methylphenyl)oxetan-3-yl benzoate C(C1=CC=CC=C1)(=O)OC1(COC1)C1=C(C=C(C(=C1)F)N=CN(C)CC)C